1-cyclopentyl-4-((6-(2-fluorophenyl)pyridazin-3-yl)methyl)piperazine-2,3-dione C1(CCCC1)N1C(C(N(CC1)CC=1N=NC(=CC1)C1=C(C=CC=C1)F)=O)=O